7-(methanesulfonyl)-4-[4-(4-methoxyphenyl)piperidin-1-yl]-1-methyl-2-oxo-1,2-dihydroquinoline-3-carbonitrile CS(=O)(=O)C1=CC=C2C(=C(C(N(C2=C1)C)=O)C#N)N1CCC(CC1)C1=CC=C(C=C1)OC